ClC1=CC(=C(C=C1)C=CC=O)O 3-(4-chloro-2-hydroxyphenyl)prop-2-enal